CC1=C(OC(C(=O)OC(C)(C)C)(C)C)C(=CC(=C1)\C=C\C(=O)C1=CC=C(C2=C1C=CO2)SC)C tert-butyl (E)-2-(2,6-dimethyl-4-(3-(7-(methylthio)benzofuran-4-yl)-3-oxoprop-1-en-1-yl)phenoxy)-2-methylpropanoate